3,3-Dimethyl-N-{2-methyl-4-[(6-p-tolyloxypyridin-3-ylmethyl)-amino]-phenyl}-butyramide CC(CC(=O)NC1=C(C=C(C=C1)NCC=1C=NC(=CC1)OC1=CC=C(C=C1)C)C)(C)C